O[C@@]1(CC[C@@H]2[C@H]3CC[C@]4([C@H]([C@@H]3CC[C@@H]2C1)C[C@@H]4C(=O)NC4=CC=CC=C4)C)COC (1S,2aS,2bR,4aR,6R,8aS,8bR,10aS)-6-hydroxy-6-(methoxymethyl)-10a-methyl-N-phenylhexadecahydrocyclobuta[a]phenanthrene-1-carboxamide